1-(4-tert-butylphenyl)-3-(4-(1-(4-(2-morpholinoethoxy)phenyl)-1H-1,2,3-triazol-4-yl)phenyl)-urea C(C)(C)(C)C1=CC=C(C=C1)NC(=O)NC1=CC=C(C=C1)C=1N=NN(C1)C1=CC=C(C=C1)OCCN1CCOCC1